N-(2-chloro-3'-(5-(hydroxymethyl)-4-methoxymethylpyridinoylamino)-2'-methyl-[1,1'-biphenyl]-3-yl)-5-isopropyl-1-methyl-4,5,6,7-tetrahydro-1H-imidazo[4,5-c]pyridine-2-carboxamide ClC1=C(C=CC=C1NC(=O)C=1N(C2=C(CN(CC2)C(C)C)N1)C)C1=C(C(=CC=C1)NC(=O)C1=NC=C(C(=C1)COC)CO)C